OC=1C=C2C[C@H]([C@@H]([C@@H](C2=CC1)C1=CC=C(C=C1)N1CCC(CC1)C=O)C1=CC=CC=C1)C 1-(4-((1R,2S,3R)-6-hydroxy-3-methyl-2-phenyl-1,2,3,4-tetrahydronaphthalen-1-yl)phenyl)piperidine-4-carbaldehyde